BrC=1C=C(OC2C(NC(CC2)=O)=O)C=CC1 3-(3-bromophenoxy)piperidine-2,6-dione